C(CCCCCCCCCCC)OC(C(=O)N(C)C)C lauroxy-N,N-dimethylpropanamide